C(C)(C)(C)OC(=O)N(C1=NC=CC(=N1)C=1C2=C(C(=NC1)NCC=1C(=C(C(=O)O)C=CC1)F)CCO2)C(=O)OC(C)(C)C 3-(((7-(2-(Bis(tert-butoxycarbonyl)amino)pyrimidin-4-yl)-2,3-dihydrofuro[3,2-c]pyridin-4-yl)amino)methyl)-2-fluorobenzoic acid